4-[(2-chloro-3-formylquinolin-7-yl)methyl]benzoic acid ClC1=NC2=CC(=CC=C2C=C1C=O)CC1=CC=C(C(=O)O)C=C1